[3-(1,3-benzothiazol-2-ylamino)-6-hydroxy-4-methyl-6,7-dihydro-5H-pyrido[2,3-c]pyridazin-8-yl]-5-[3-[2-fluoro-4-[3-(methylamino)prop-1-ynyl]phenoxy]propyl]thiazole-4-carboxylic acid S1C(=NC2=C1C=CC=C2)NC2=C(C1=C(N=N2)N(CC(C1)O)C=1SC(=C(N1)C(=O)O)CCCOC1=C(C=C(C=C1)C#CCNC)F)C